N-(2-(2-(dimethylamino)ethyl)-6-(furan-3-yl)-2H-indazol-5-yl)-2-(3-hydroxyphenyl)thiazole-4-carboxamide CN(CCN1N=C2C=C(C(=CC2=C1)NC(=O)C=1N=C(SC1)C1=CC(=CC=C1)O)C1=COC=C1)C